FC(C(C(C(C(C(F)(F)F)(F)F)(C(F)(F)F)F)=O)(C(F)(F)F)F)(F)F perfluoro(2,4-dimethyl-3-hexanone)